CC(C)(C)[S@@](=O)N[C@H](C)C1=CC=NC=C1 (R)-2-methyl-N-((R)-1-(pyridin-4-yl)ethyl)propane-2-sulfinamide